2-(1-(4-((6-(4-ethylpiperazin-1-yl)pyridin-3-yl)amino)-5-oxo-5,6-dihydropyrimido[4,5-d]pyridazin-2-yl)piperidin-4-yl)acetonitril C(C)N1CCN(CC1)C1=CC=C(C=N1)NC1=NC(=NC=2C=NNC(C21)=O)N2CCC(CC2)CC#N